4-bromo-3-chloro-N-(3-fluorophenyl)benzenesulfonamide BrC1=C(C=C(C=C1)S(=O)(=O)NC1=CC(=CC=C1)F)Cl